C1(CC1)C=1C=C(C(=O)O)C=C(C1OC)S(NC1=C(C=C(C(=C1)C1=C(C=CC(=C1)F)CO)F)F)(=O)=O 3-Cyclopropyl-5-[[2,4-difluoro-5-[5-fluoro-2-(hydroxymethyl)phenyl]phenyl]sulfamoyl]-4-methoxy-benzoic acid